2-(4-bromophenyl)-3-(methylthio)-1-toluenesulfonyl-1H-indole BrC1=CC=C(C=C1)C=1N(C2=CC=CC=C2C1SC)S(=O)(=O)CC1=CC=CC=C1